C12CC(CC(CC1)N2)C=2C=C1CN(C(C1=CC2)=O)C2C(NC(CC2)=O)=O 3-(5-(8-azabicyclo[3.2.1]octan-3-yl)-1-oxoisoindolin-2-yl)piperidine-2,6-dione